C(C1=CC=CC=C1)OCC1=NC(=C(C(=N1)C)C1=C(C=CC=2C(=C3N(C12)C(CNC3=O)C)CCCOC3=CC(=C(C(=C3)C)Cl)C)Cl)C 6-(2-((benzyloxy)methyl)-4,6-dimethylpyrimidin-5-yl)-7-chloro-10-(3-(4-chloro-3,5-dimethylphenoxy)propyl)-4-methyl-1-oxo-3,4-dihydropyrazino[1,2-a]indol